CC1=NCCCN1C 2,3-dimethyl-3,4,5,6-tetrahydro-pyrimidine